tert-butyl 4-(5-fluoro-4-(3-methyl-4-((5-(1-methylcyclopropyl)-1,2,4-oxadiazole-3-carboxamido)methyl)phenyl)pyridin-3-yl)piperazine-1-carboxylate FC=1C(=C(C=NC1)N1CCN(CC1)C(=O)OC(C)(C)C)C1=CC(=C(C=C1)CNC(=O)C1=NOC(=N1)C1(CC1)C)C